CC1(CCC(CC1)OC=1C(=C(C=NC1)CC1=C(C(=NC=C1)N)F)C)C 4-[[5-(4,4-dimethylcyclohexoxy)-4-methyl-3-pyridyl]methyl]-3-fluoro-pyridin-2-amine